ClC1=C(C(=O)N(CC2OCCC2)C2CC2)C=C(C=N1)C=1C=NN(C1)C1=C(C=C(C=C1Cl)C(C(F)(F)F)(C(F)(F)F)F)Cl 2-chloro-N-cyclopropyl-5-(1-(2,6-dichloro-4-(perfluoropropan-2-yl)phenyl)-1H-pyrazol-4-yl)-N-((tetrahydrofuran-2-yl)methyl)nicotinamide